FC1=C(C(=O)NC2=NC=CC(=C2)C=2OC(=NN2)C=2OC=CC2)C=CC=C1 2-fluoro-N-(4-(5-(furan-2-yl)-1,3,4-oxadiazol-2-yl)pyridin-2-yl)benzamide